N-(4-(4-amino-1-(1-isobutyrylpiperidin-4-yl)-1H-pyrazolo[4,3-c]pyridin-3-yl)-3-fluorophenyl)-1-isopropyl-2,4-dioxo-3-(pyridin-2-yl)-1,2,3,4-tetrahydropyrimidine-5-carboxamide NC1=NC=CC2=C1C(=NN2C2CCN(CC2)C(C(C)C)=O)C2=C(C=C(C=C2)NC(=O)C=2C(N(C(N(C2)C(C)C)=O)C2=NC=CC=C2)=O)F